C(C)N1C=C(C2=C(C=C(C=C12)F)C)S(=O)(=O)C=1C=NC(=CC1C)N1C=NC(=C1)C 1-Ethyl-6-fluoro-4-methyl-3-[[4-methyl-6-(4-methylimidazol-1-yl)-3-pyridinyl]sulfonyl]indole